2-((3,5-dicyano-4-ethyl-6-(4-methyl-1,4-diazepan-1-yl)pyridin-2-yl)thio)-2-(3-methoxypyridin-2-yl)acetamide C(#N)C=1C(=NC(=C(C1CC)C#N)N1CCN(CCC1)C)SC(C(=O)N)C1=NC=CC=C1OC